N(=O)OC(C)(C)O 2-(nitrosooxy)-propan-2-ol